4-[5-(2-morpholin-4-yl-ethoxy)-benzimidazol-1-yl]-phenylamine N1(CCOCC1)CCOC1=CC2=C(N(C=N2)C2=CC=C(C=C2)N)C=C1